barium heptyl-phenol C(CCCCCC)C1=C(C=CC=C1)O.[Ba]